2-(3-bromocyclobutyl)-N-(2,4-dimethoxybenzyl)-7-methoxy-[1,2,4]triazolo[1,5-c]quinazolin-5-amine BrC1CC(C1)C1=NN2C(=NC=3C(=CC=CC3C2=N1)OC)NCC1=C(C=C(C=C1)OC)OC